(3R*,5R*)-5-(2-(((1RS,4RS)-4-(((R)-1-methoxypropan-2-yl)amino)cyclohexyl)amino)pyrimidin-5-yl)tetrahydrofuran-3-yl ((S)-sec-butyl)carbamate [C@H](C)(CC)NC(O[C@H]1CO[C@H](C1)C=1C=NC(=NC1)NC1CCC(CC1)N[C@@H](COC)C)=O |o1:7,10|